ClC1=NC=C(C(=N1)C1=CN(C2=C(C=CC=C12)[N+](=O)[O-])S(=O)(=O)C1=CC=C(C=C1)C)C 3-(2-chloro-5-methyl-4-pyrimidinyl)-1-[(4-methylphenyl)sulfonyl]-7-nitro-1H-indole